BrC1=C(C=NN1C1=CC=C(C=C1)C(F)(F)F)C=O 5-BROMO-1-[4-(TRIFLUOROMETHYL)PHENYL]-1H-PYRAZOLE-4-CARBOXALDEHYDE